2-chloro-10-methylacridine ClC1=CC=2CC3=CC=CC=C3N(C2C=C1)C